N-[3-[6-(1-methylpyrazol-4-yl)pyrazolo[1,5-a]pyrazin-4-yl]phenyl]prop-2-enamide CN1N=CC(=C1)C=1N=C(C=2N(C1)N=CC2)C=2C=C(C=CC2)NC(C=C)=O